OCC#CC=1N=CSC1C1=CC=C(C=C1)[C@H](C)NC(OC(C)(C)C)=O tert-Butyl N-[(1S)-1-[4-[4-(3-hydroxyprop-1-ynyl)thiazol-5-yl]phenyl]ethyl]carbamate